C(C)(C)(C)OC(=O)N1CCN(CC1)C1=CC(=C(C=C1)NC1=NC=C(C(=N1)NC1=C(C=CC=C1)S(=O)(=O)C(C)C)Cl)OC.COC=1C=C(C=CC1OC)C(C(=O)C1=C(C=CC=C1)O)C (3,4-dimethoxyphenyl)-1-(2-hydroxyphenyl)propan-1-one tert-Butyl-4-(4-((5-Chloro-4-((2-(isopropylsulfonyl)phenyl)-amino)pyrimidin-2-yl)amino)-3-methoxyphenyl)piperazine-1-carboxylate